Cl.C(C)(C)(C)OC1=CC=C(C=C1)C1=NC(=NO1)C1=CC=C(C2=CC=CC=C12)CN1CC(C1)C(=O)O 1-((4-(5-(4-(tert-butoxy)phenyl)-1,2,4-oxadiazol-3-yl)naphthalen-1-yl)methyl)azetidine-3-carboxylic acid hydrochloride